(S)-(1-(3-(2-Cyclopropylpyridin-4-yl)-1,2,4-oxadiazol-5-yl)ethyl)carbamic acid tert-butyl ester C(C)(C)(C)OC(N[C@@H](C)C1=NC(=NO1)C1=CC(=NC=C1)C1CC1)=O